2-((13-(4-fluorophenyl)tridec-12-yn-1-yl)oxy)ethyl hydrogen ((((R)-1-(6-amino-9H-purin-9-yl)propan-2-yl)oxy)methyl)phosphonate NC1=C2N=CN(C2=NC=N1)C[C@@H](C)OCP(OCCOCCCCCCCCCCCC#CC1=CC=C(C=C1)F)(O)=O